tert-butyl 2-(5-(2-fluoro-pyridin-4-yl)-2,3-dihydro-1H-inden-4-yl)acetate FC1=NC=CC(=C1)C=1C(=C2CCCC2=CC1)CC(=O)OC(C)(C)C